C=1N=CN2C1C1=CC=CC=C1[C@@H]2[C@@H]2[C@@H](C=1C=CC=NC1CC2)O (5S,6R)-6-((S)-5H-Imidazo[5,1-a]isoindol-5-yl)-5,6,7,8-tetrahydrochinolin-5-ol